2-[4-[4-[(3-Chlorophenyl)methoxy]-3-methylbenzoyl]piperazin-1-yl]-3H-quinazolin-4-one ClC=1C=C(C=CC1)COC1=C(C=C(C(=O)N2CCN(CC2)C2=NC3=CC=CC=C3C(N2)=O)C=C1)C